naphthalene-1(4H)-one C1(C=CCC2=CC=CC=C12)=O